2-[2-(3,5-dichlorophenyl)-3-methyl-1H-pyrrol-1-yl]-2,3-dihydro-1H-isoindole-1,3-dione ClC=1C=C(C=C(C1)Cl)C=1N(C=CC1C)N1C(C2=CC=CC=C2C1=O)=O